(4S)-4-(2,3-dichloro-6-[[2-(trimethylsilyl)ethoxy]methoxy]phenyl)pyrrolidin-2-one ClC1=C(C(=CC=C1Cl)OCOCC[Si](C)(C)C)[C@@H]1CC(NC1)=O